6-(3,5,7-trihydroxy-4-oxo-chromen-2-yl)-3H-1,3-benzoxazol-2-one OC1=C(OC2=CC(=CC(=C2C1=O)O)O)C1=CC2=C(NC(O2)=O)C=C1